dimethyl [3-(chloromethyl)-5-fluorophenyl]phosphonate ClCC=1C=C(C=C(C1)F)P(OC)(OC)=O